2-[[4-[6-[[2-fluoro-4-(1-methylpyrazol-4-yl)phenyl]methoxy]-2-pyridyl]-1-piperidyl]methyl]-3-[[(2S)-oxetan-2-yl]methyl]benzimidazole-5-carboxylic acid FC1=C(C=CC(=C1)C=1C=NN(C1)C)COC1=CC=CC(=N1)C1CCN(CC1)CC=1N(C2=C(N1)C=CC(=C2)C(=O)O)C[C@H]2OCC2